CC1(CCC2=C(NN=C2C(=O)N[C@@H]2C(N(C3=C(OC2)C=CC=C3)C)=O)CO1)C (S)-6,6-dimethyl-N-(5-methyl-4-oxo-2,3,4,5-tetrahydrobenzo[b][1,4]oxazepin-3-yl)-4,5,6,8-tetrahydro-1H-oxepino[3,4-c]pyrazole-3-carboxamide